rac-(trans)-3-amino-1-(2-methylcyclopropyl)pyridin-2(1H)-one hydrochloride Cl.NC=1C(N(C=CC1)[C@H]1[C@@H](C1)C)=O